7-Bromo-2-(1-cyclopropyl-2-methyl-2-((2-(trimethylsilyl)ethoxy)methoxy)propyl)isoindolin-1-one BrC=1C=CC=C2CN(C(C12)=O)C(C(C)(OCOCC[Si](C)(C)C)C)C1CC1